FC1=C(C(=CC(=C1)OC)F)C=1N(N(C(C1NC(C1=CC=C(C=C1)OC(F)F)=O)=O)C1=C(C=CC(=N1)OCC(=O)OC)C(F)(F)F)C methyl 2-({6-[3-(2,6-difluoro-4-methoxyphenyl)-4-[4-(difluoromethoxy)benzamido]-2-methyl-5-oxo-2,5-dihydro-1H-pyrazol-1-yl]-5-(trifluoromethyl)pyridin-2-yl}oxy)acetate